C(C)N(C(OC(C)(C)C)=O)CC1=CC(=C(C(=C1)C(F)(F)F)B1OC(C(O1)(C)C)(C)C)F tert-Butyl ethyl(3-fluoro-4-(4,4,5,5-tetramethyl-1,3,2-dioxaborolan-2-yl)-5-(trifluoromethyl)benzyl)carbamate